N-(3-chlorophenyl)-N-{4-[2-(2-chlorophenyl)acetamido]pyridin-2-yl}acetamide tert-butyl-2-(3-bromophenyl)-7-((tert-butyldimethylsilyl)oxy)-2,6,6-trimethylheptanoate C(C)(C)(C)OC(C(CCCC(CO[Si](C)(C)C(C)(C)C)(C)C)(C)C1=CC(=CC=C1)Br)=O.ClC=1C=C(C=CC1)N(C(C)=O)C1=NC=CC(=C1)NC(CC1=C(C=CC=C1)Cl)=O